6-(1-methylcyclobutyl)pyrido[4,3-d]pyrimidin-7(6H)-one CC1(CCC1)N1C=C2C(N=CN=C2)=CC1=O